3-(1-methyl-3-(tetrahydro-2H-pyran-4-yl)-1H-indol-5-yl)-1,5,6,7,8,9-hexahydro-2H-cyclohepta[4,5]thieno[2,3-d]pyrimidine-2,4(3H)-dione CN1C=C(C2=CC(=CC=C12)N1C(NC2=C(C1=O)C1=C(S2)CCCCC1)=O)C1CCOCC1